C(C)C=1N=C(SC1)[C@H](CC1=CC=C(C=C1)NS(O)(=O)=O)NC(CC1=CC(=CC=C1)OC)=O (S)-4-(2-(4-Ethylthiazol-2-yl)-2-(2-(3-methoxyphenyl)acetamido)ethyl)phenyl-sulfamic acid